NCC(=O)NCCCC1=C2C(=NC=3C=C4C(=CC13)OCO4)C4=CC1=C(C(N4C2)=O)COC([C@]1(O)CC)=O (S)-2-amino-N-(3-(7-ethyl-7-hydroxy-8,11-dioxo-7,8,11,13-tetrahydro-10H-[1,3]-dioxolo[4,5-g]pyrano[3',4':6,7]indolizino[1,2-b]quinolin-14-yl)propyl)acetamide